FC1(CN(C1)C1=CC(=NC=2N1N=CN2)C=2C(NC(NC2)=O)=O)C(F)(F)F 5-(7-(3-fluoro-3-(trifluoromethyl)azetidin-1-yl)-[1,2,4]triazolo[1,5-a]pyrimidin-5-yl)pyrimidine-2,4(1H,3H)-dione